4-[2-(2-methoxyethoxy)ethoxy]-1H-indole-2-carboxamide COCCOCCOC1=C2C=C(NC2=CC=C1)C(=O)N